N1C(=NC2=C1C=CC=C2)C(N2C=NC1=CC=C(C(=C1C2=O)OC)C2=CC=C(C=C2)C2CCN(CC2)C)C2=C(C=CC(=C2)F)OCOC 3-[1H-benzimidazol-2-yl-[5-fluoro-2-(methoxymethoxy)phenyl]methyl]-5-methoxy-6-[4-{1-methyl-4-piperidyl}phenyl]quinazolin-4-one